O=C1NC(CCC1C1=CC=C(C=C1)N1CCC(CC1)NC(OC(C)(C)C)=O)=O tert-butyl (1-(4-(2,6-dioxopiperidin-3-yl)phenyl)piperidin-4-yl)carbamate